1-((2R,4aS,4bR,6aS,7S,7aS,8aR,8bR,8cR,10aR)-2-Hydroxy-2,6a-dimethyloctadecahydrocyclopropa[4,5]cyclopenta[1,2-a]phenanthren-7-yl)-2-(4-(methylsulfonyl)-1H-pyrazol-1-yl)ethan-1-one O[C@@]1(CC[C@@H]2[C@H]3CC[C@]4([C@H]([C@@H]3CC[C@@H]2C1)[C@H]1[C@@H]([C@@H]4C(CN4N=CC(=C4)S(=O)(=O)C)=O)C1)C)C